(S)-quinuclidin-3-yl (7-(6-(cyclopropylmethoxy)pyridin-3-yl)-3,3-dimethylchroman-4-yl)carbamate C1(CC1)COC1=CC=C(C=N1)C1=CC=C2C(C(COC2=C1)(C)C)NC(O[C@@H]1CN2CCC1CC2)=O